C[Si]1(OCCCO1)CCCSC(C)=O thioacetic acid S-(2-methyl-[1,3,2]dioxasilinan-2-ylpropyl) ester